(S)-quinuclidin-3-yl (7-(3-chlorophenyl)-6-methoxy-3,3-dimethylchroman-4-yl)carbamate ClC=1C=C(C=CC1)C1=C(C=C2C(C(COC2=C1)(C)C)NC(O[C@@H]1CN2CCC1CC2)=O)OC